[(3R)-1-methyl-5-oxo-pyrrolidin-3-yl] 4-[3-[2-(1-methoxycarbonylazetidin-3-yl)oxy-3-pyridyl]pyrazolo[1,5-a]pyrimidin-5-yl]piperazine-1-carboxylate COC(=O)N1CC(C1)OC1=NC=CC=C1C=1C=NN2C1N=C(C=C2)N2CCN(CC2)C(=O)O[C@H]2CN(C(C2)=O)C